N-(methyl-N-heptylaminomethyl)acrylamide Ethyl-2-(3-((tert-butoxycarbonyl)amino)bicyclo[1.1.1]pentan-1-yl)thiazole-4-carboxylate C(C)OC(=O)C=1N=C(SC1)C12CC(C1)(C2)NC(=O)OC(C)(C)C.CC(NC(C=C)=O)NCCCCCCC